C(C)(C)(C)OC(=O)N1CC(CC1)C(=O)N1CC[C@@H](CCC1)[C@H](O)C1=C(C(=CC=C1O)Cl)Cl 3-[(4R)-4-[(S)-(2,3-dichloro-6-hydroxyphenyl)(hydroxy)methyl]Azepane-1-carbonyl]Pyrrolidine-1-carboxylic acid tert-butyl ester